2'-((2-chloro-6-methyl-5-oxo-5,6,7,8-tetrahydropyrido[4,3-d]pyrimidin-4-yl)oxy)-1'-fluoro-8',9'-dihydrospiro[cyclopropane-1,10'-pyrido[3',4':4,5]pyrrolo[2,3-f]isoquinolin]-7'(11'H)-one ClC=1N=C(C2=C(N1)CCN(C2=O)C)OC=2N=CC=1C=CC3=C(C1C2F)NC2=C3C(NCC23CC3)=O